10-methyl-4b-(3-methyl-1H-indol-2-yl)-11-phenyl-11,11a-dihydroindeno[2',1':4,5]pyrrolo[1,2-a]indol-12(4bH)-one CC1=C2N(C=3C=CC=CC13)C1(C(C2C2=CC=CC=C2)C(C2=CC=CC=C21)=O)C=2NC1=CC=CC=C1C2C